CN1C(C(CC2=CC=CC(=C12)OC1=NC=CC=C1C(F)(F)F)NC(=O)N)=O (1-methyl-2-oxo-8-((3-(trifluoromethyl)pyridine-2-yl)oxy)-1,2,3,4-tetrahydroquinolin-3-yl)urea